4-(4-(4-(4-(1,3-Dioxolan-2-yl)butoxy)phenyl)piperidin-1-yl)-2-(trifluoromethyl)benzonitrile O1C(OCC1)CCCCOC1=CC=C(C=C1)C1CCN(CC1)C1=CC(=C(C#N)C=C1)C(F)(F)F